[Si](C)(C)(C(C)(C)C)OC1CC(C1)CO {3-[(tert-butyldimethylsilyl)oxy]cyclobutyl}methanol